2-(3,7-dimethylocta-2,6-dien-1-yl)-4-(1H-indol-2-yl)-5-pentylbenzene-1,3-diol CC(=CCC1=C(C=C(C(=C1O)C=1NC2=CC=CC=C2C1)CCCCC)O)CCC=C(C)C